O(CCOCCCNC(CCCCOC1=C(C=C(C=C1OC)CC=1C(=NC(=NC1)N)N)OC)=O)CCOCCCNC(CCCCOC1=C(C=C(C=C1OC)CC=1C(=NC(=NC1)N)N)OC)=O N,N'-(((oxybis(ethane-2,1-diyl))bis(oxy))bis(propane-3,1-diyl))bis(5-(4-((2,4-diaminopyrimidin-5-yl)methyl)-2,6-dimethoxyphenoxy)pentanamide)